2-(3,5-dimethyl-1H-pyrazol-1-yl)-7-methyl-N-(3-methylphenyl)-7H-pyrrolo[2,3-d]pyrimidin-4-amine CC1=NN(C(=C1)C)C=1N=C(C2=C(N1)N(C=C2)C)NC2=CC(=CC=C2)C